FC1=CC=C(COC2=NN=C(S2)N)C=C1 5-((4-fluorobenzyl)oxy)-1,3,4-thiadiazol-2-amine